FC1=C(C=CC(=C1)F)S(=O)(=O)NC=1C(=NC=C(C1)C=1C=C2C(=CC=NC2=CC1)N1CCN(CC1)C(\C=C\C(C)=O)=O)OC (E)-2,4-difluoro-N-(2-methoxy-5-(4-(4-(4-oxopent-2-enoyl)piperazin-1-yl)quinolin-6-yl)pyridin-3-yl)benzenesulfonamide